ClC=1N=C2N(N=CC(=C2[C@H](C)OC)C(=O)O)C1 |r| 2-Chloro-8-[rac-(1S)-1-methoxyethyl]imidazo[1,2-b]pyridazine-7-carboxylic acid